tert-butyl (S)-(1-((tert-butyldiphenylsilyl)oxy)-3-hydroxypropan-2-yl)carbamate [Si](C1=CC=CC=C1)(C1=CC=CC=C1)(C(C)(C)C)OC[C@H](CO)NC(OC(C)(C)C)=O